3-[4-[[2-(2,6-dioxo-3-piperidyl)-1-oxo-isoindolin-4-yl]oxymethyl]pyrazol-1-yl]propanoic acid O=C1NC(CCC1N1C(C2=CC=CC(=C2C1)OCC=1C=NN(C1)CCC(=O)O)=O)=O